C(C1=CC=CC=C1)N1CC2(CN(C2)C(=O)[C@@H]2C(C2)(C)C)C(C1)C(=O)OCC ethyl 6-benzyl-2-((S)-2,2-dimethyl cyclopropane-1-carbonyl)-2,6-diazaspiro[3.4]octane-8-carboxylate